O[C@@H](C(=O)N1C[C@@H](CC1)NC(=O)C1=CC2=C(N(C(=N2)NC=2SC3=C(N2)C=CC(=C3)Cl)C)C=C1)C 2-(6-Chloro-benzothiazol-2-ylamino)-1-methyl-1H-benzoimidazole-5-carboxylic acid [(R)-1-((R)-2-hydroxy-propionyl)-pyrrolidin-3-yl]-amide